2-fluoro-5-iodopyridine FC1=NC=C(C=C1)I